di-(3-aminomethyl-benzyl)amine NCC=1C=C(CNCC2=CC(=CC=C2)CN)C=CC1